2,4,6-Tris(dimethylamino)methylphenol CN(C)CC1=C(C(=CC(=C1)CN(C)C)CN(C)C)O